FC1=C2C3(C(N(C2=CC=C1)C1=C(C=NN1C)I)=O)CCCCC3 fluoro-1'-(4-iodo-1-methyl-1H-pyrazol-5-yl)spiro[cyclohexane-1,3'-indoline]-2'-one